C(C)OC(=O)C=1C(=C(N2CCCC12)C(C(N=C(C(F)(F)F)C)=O)=O)C (S)-6-methyl-5-(2-oxo-2-((1,1,1-trifluoropropyl-2-yl)amino)acetyl)-2,3-dihydro-1H-pyrrolizine-7-carboxylic acid ethyl ester